[3-bromo-5-(difluoromethyl)-2-fluorophenyl]pyrrolidine BrC=1C(=C(C=C(C1)C(F)F)N1CCCC1)F